ClC=1C=NC(=NC1)CC=1C(=NC=C(C1)F)Cl 5-chloro-2-[(2-chloro-5-fluoro-3-pyridyl)methyl]pyrimidine